C(#C)C#C Ethynyl-(Acetylen)